[6-(1-Ethylazetidin-3-yl)pyridazin-3-yl]-5-{imidazo[1,2-b]pyridazin-6-yl}phenol C(C)N1CC(C1)C1=CC=C(N=N1)C1=C(C=C(C=C1)C=1C=CC=2N(N1)C=CN2)O